(1-(5,6-diphenylpyrazin-2-yl)pyrrolidin-3-yl)methanol C1(=CC=CC=C1)C=1N=CC(=NC1C1=CC=CC=C1)N1CC(CC1)CO